C1(=CC=CC=C1)C12C3C4C5(C(C14)C2C53)NC(OCC=5C=C3C(N(CC3=CC5)C5C(NC(CC5)=O)=O)=O)=O (2-(2,6-dioxopiperidin-3-yl)-3-oxoisoindolin-5-yl)methyl (4-phenylcuban-1-yl)carbamate